4,4'-[1-[4-[1-(4-hydroxyphenyl)-1-methylethyl]phenyl]-ethylene]bisphenol OC1=CC=C(C=C1)C(C)(C)C1=CC=C(C=C1)C(CC1=CC=C(C=C1)O)C1=CC=C(C=C1)O